FC1=C(C=CC(=C1)O)C(CNC(C)(CCN1C=NC2=C1C=CC=C2)C)O 1-(2-Fluoro-4-hydroxyphenyl)-2-[4-(1-benzimidazolyl)-2-methyl-2-butylamino]ethanol